C(CCC)O[Si](CCCS[Si](C)(C)C)(OCCCC)OCCCC (trimethylsilyl) [3-(tributoxysilyl)propyl] sulfide